N1N=NC2=NC(=CC=C21)C=2C=C(C(=O)NC1=CC=C(C=C1)OCCC1=CC=CC=C1)C=C(C2)[N+](=O)[O-] 3-(1H-[1,2,3]triazolo[4,5-b]pyridin-5-yl)-5-nitro-N-(4-phenethoxyphenyl)benzamide